C(CC)OC([C@@H](NC(C)=O)CCOS(=O)(=O)C)=O N-acetyl-O-methylsulfonyl-L-homoserine propyl ester